N1=NC(=CC=C1)CN1CCN(CC1)C=O [4-(pyridazin-3-ylmethyl)piperazin-1-yl]methanone